ClC=1C(=C(C=CC1)NN1C(=CC=2C(NCCC21)=O)C2=C(C=NC=C2)C#CC2(CC2)C)OC [(3-chloro-2-methoxyphenyl)amino]-2-[3-[2-(1-methylcyclopropyl)ethynyl]pyridin-4-yl]-1H,5H,6H,7H-pyrrolo[3,2-c]pyridin-4-one